ClC1=C(/C=C/C=2OC(=CC(C2O)=O)CO)C=CC=C1 (E)-2-(2-chlorostyryl)-3-hydroxy-6-(hydroxymethyl)-4H-pyran-4-one